C(C(=C)C)(=O)O.C(C)(C)(C)C=1SC(=CN1)C(=O)NC1=CC(=C(C=C1)C)C#C 2-tert-butyl-N-(3-ethynyl-4-methylphenyl)thiazole-5-carboxamide methacrylate